3,3-dimethoxybenzidinemethanol COC1(C(C(=CC=C1N)C1=CC=C(N)C=C1)CO)OC